1,3-diallyl-N-(4-(2-amino-3-iodopyridin-4-yloxy)-3-fluorophenyl)-2,4-dioxo-1,2,3,4-tetrahydropyrimidine-5-carboxamide C(C=C)N1C(N(C(C(=C1)C(=O)NC1=CC(=C(C=C1)OC1=C(C(=NC=C1)N)I)F)=O)CC=C)=O